OCC1=CC=C(C=C1)NC([C@H](CCCNC(=O)N)NC(OCC1C2=CC=CC=C2C=2C=CC=CC12)=O)=O (S)-(9H-fluoren-9-yl)methyl (1-((4-(hydroxymethyl)phenyl)amino)-1-oxo-5-ureidopentan-2-yl)carbamate